CC(C)(OC1=CC=C(C=C1)[I+]C1=CC=CC=C1)C (4-(1,1-dimethylethoxy)phenyl)phenyliodonium